C(C)N(CC=CC(=O)N)CC 4-(diethylamino)but-2-enamide